CCCCC/C=C\\C/C=C\\C=C/1\\[C@H](O1)C/C=C\\CCCC(=O)[O-] The molecule is an EpETE(1-) that is the conjugate base of (5Z,8R,9Z,11Z,14Z)-8,9-epoxyicosatetraenoic acid, obtained by deprotonation of the carboxy group; major species at pH 7.3. It is an organic molecular entity, an icosanoid anion and an EpETE(1-). It derives from an 8(R)-HPETE(1-). It is a conjugate base of a (5Z,8R,9Z,11Z,14Z)-8,9-epoxyicosatetraenoic acid.